COC(=O)C12CC3(CC(CC(C1)C3)C2)C(=O)OC dimethyl-1,3-adamantane-di-carboxylate